3-amino-1-(4-((8-aminoimidazo[1,2-a]pyrazin-3-yl)methyl)-6-(2,5-difluoro-4-hydroxyphenyl)pyridin-3-yl)-N-methylpiperidine-3-carboxamide NC1(CN(CCC1)C=1C=NC(=CC1CC1=CN=C2N1C=CN=C2N)C2=C(C=C(C(=C2)F)O)F)C(=O)NC